(2R)-2-[(5-bromo-4-chloro-3-pyridinyl)methylamino]propan-1-ol BrC=1C(=C(C=NC1)CN[C@@H](CO)C)Cl